6-chloro-3-(2-fluoro-6-methoxyphenyl)-1-[[2-(trimethylsilyl)ethoxy]methyl]pyrrolo[2,3-b]pyridine ClC1=CC=C2C(=N1)N(C=C2C2=C(C=CC=C2OC)F)COCC[Si](C)(C)C